[Na+].C(CCCCCCCCCCCCCCC)C1=C(C=CC=C1)S(=O)(=O)[O-] hexadecyl-benzenesulfonic acid sodium salt